9-(6,8-difluoro-2-methylquinoline-4-yl)-6,7-dimethoxynaphtho[2,3]furan FC=1C=C2C(=CC(=NC2=C(C1)F)C)C1=C2C=C(C(=CC2=CC=2C=COC21)OC)OC